2-trifluoromethoxyphenylthiourea FC(OC1=C(C=CC=C1)NC(=S)N)(F)F